tert-Butyl ((5,5-difluoro-2-methylpiperidin-3-yl)methyl)(methylsulfonyl)carbamate FC1(CC(C(NC1)C)CN(C(OC(C)(C)C)=O)S(=O)(=O)C)F